ClC=1C=C2C3=C(NC2=CC1)C(N(CC3)C(=O)OC(C)(C)C)\C=C(\C(=O)OC)/C tert-butyl (E)-6-chloro-1-(3-methoxy-2-methyl-3-oxoprop-1-en-1-yl)-1,3,4,9-tetrahydro-2H-pyrido[3,4-b]indole-2-carboxylate